C(CCC)OC1=C(C=C(C=C1)C1=NOC(=N1)CC(C(=O)O)=C)F 2-((3-(4-butoxy-3-fluorophenyl)-1,2,4-oxadiazol-5-yl)methyl)acrylic acid